BrC1=CC(CN(C1)C[C@@H](C(=O)N1N[C@@H](CCC1)C(=O)OC)NC(=O)OC(C)(C)C)O[Si](C1=CC=CC=C1)(C1=CC=CC=C1)C(C)(C)C methyl (3S)-1-((2S)-3-(5-bromo-3-((tert-butyldiphenylsilyl) oxy)-3,6-dihydropyridin-1(2H)-yl)-2-((tert-butoxycarbonyl)amino)propanoyl)hexahydropyridazine-3-carboxylate